(S)-N-(1-(4-(N-cyclopropylsulfamoyl)phenylamino)-1-oxo-3-phenylpropan-2-yl)-4-fluorobenzamide C1(CC1)NS(=O)(=O)C1=CC=C(C=C1)NC([C@H](CC1=CC=CC=C1)NC(C1=CC=C(C=C1)F)=O)=O